C12=C(C3=C(C4=CC=CC=C14)O3)O2 diepoxynaphthalene